Methyl (E)-4-[[2-[[2-[[(1R)-1-(3,4-dimethoxyphenyl)ethyl]carbamoyl]phenyl]methylamino]-2-oxo-ethyl]amino]-4-oxo-but-2-enoate COC=1C=C(C=CC1OC)[C@@H](C)NC(=O)C1=C(C=CC=C1)CNC(CNC(/C=C/C(=O)OC)=O)=O